2,2,6,6-tetramethylpiperidinylmagnesium chloride lithium chloride [Li+].CC1(CCCC([N-]1)(C)C)C.[Mg+2].[Cl-].[Cl-]